NCCCCCCC(=O)NCCN 7-amino-N-(2-aminoethyl)heptanamide